(R)-3-(1-(3-chloro-5-fluorophenyl)ethyl)-5,6,7,8-tetrahydropyrido[4',3':4,5]thieno[2,3-d]pyrimidin-4(3H)-one ClC=1C=C(C=C(C1)F)[C@@H](C)N1C=NC2=C(C1=O)C1=C(S2)CNCC1